COC1=C(C=CC=C1)N1CCNCC1 1-(2-Methoxyphenyl)piperazin